Cl.N1=C(C=CC=C1)CC([C@](O)(CC([O-])=O)C(C)=O)([N+](C)(C)C)NO (pyridin-2-ylmethyl)hydroxylaminO-acetyl-L-carnitine hydrochloride